ethyl 7-(2-{[7-(5-methyl-1,2,4-oxadiazol-3-yl)isoquinolin-1-yl]amino}ethyl)-8-oxo-1,2,3,4,7,8-hexahydro-2,7-naphthyridine-2-carboxylate CC1=NC(=NO1)C1=CC=C2C=CN=C(C2=C1)NCCN1C=CC=2CCN(CC2C1=O)C(=O)OCC